2-(tert-butyl) 3-methyl (R)-5-morpholino-3,4-dihydroisoquinoline-2,3(1H)-dicarboxylate O1CCN(CC1)C1=C2C[C@@H](N(CC2=CC=C1)C(=O)OC(C)(C)C)C(=O)OC